4-((11-cyclopentyl-5-methyl-6-oxo-6,11-dihydro-5H-benzo[e]pyrimido[5,4-b][1,4]diazepin-2-yl)amino)-N-(6-((2-(2,6-dioxopiperidin-3-yl)-1,3-dioxoisoindolin-5-yl)amino)hexyl)benzamide C1(CCCC1)N1C2=C(N(C(C3=C1C=CC=C3)=O)C)C=NC(=N2)NC2=CC=C(C(=O)NCCCCCCNC=3C=C1C(N(C(C1=CC3)=O)C3C(NC(CC3)=O)=O)=O)C=C2